4-Nitro-3-(((tetrahydrofuran-2-yl)methyl)amino)benzoic acid methyl ester COC(C1=CC(=C(C=C1)[N+](=O)[O-])NCC1OCCC1)=O